cycloocta-1,3,5,7-tetraene C1=CC=CC=CC=C1